S1C(=NC=C1)C1=CC(=CC=2N=C(OC21)N2CC1N(C(C2)C1)C(=O)OC(C)(C)C)C(C(F)(F)F)O tert-Butyl 3-(7-(thiazol-2-yl)-5-(2,2,2-trifluoro-1-hydroxyethyl)benzo[d]oxazol-2-yl)-3,6-diazabicyclo[3.1.1]heptane-6-carboxylate